N-(6-ethoxy-2,3-difluorobenzyl)-4-fluoro-2-methoxy-N-methyl-5-nitroaniline C(C)OC1=CC=C(C(=C1CN(C1=C(C=C(C(=C1)[N+](=O)[O-])F)OC)C)F)F